C(N)(=N)C=1C=C(SC1)CNC(=O)[C@H]1N(CC2(CN(C2)C(=O)OC(C)(C)C)C1)C(CNC(CCCOC1=CC=CC=C1)=O)=O tert-butyl (S)-7-(((4-carbamimidoylthiophen-2-yl)methyl)carbamoyl)-6-((4-phenoxybutanoyl) glycyl)-2,6-diazaspiro[3.4]octane-2-carboxylate